COC(=O)C1=CN(C=C1)C1CC(CC1)(F)F.C(C1=CC=CC=C1)NC1=C(C=CC=C1)C(=C)C1=C(C=CC=C1)Cl N-benzyl-2-(1-(2-chlorophenyl)vinyl)aniline methyl-1-(3,3-difluorocyclopentyl)pyrrole-3-carboxylate